2-(2-(ethylsulfanyl)-5,7-dimethylpyrazolo[1,5-a]pyrimidin-3-yl)-5-((trifluoromethyl)thio)benzo[d]oxazole C(C)SC1=NN2C(N=C(C=C2C)C)=C1C=1OC2=C(N1)C=C(C=C2)SC(F)(F)F